C(C)(C)(C)[Si](N=S(=O)(N1C=[N+](C=C1)C)C)(C)C tert-butyl-dimethyl-[[methyl-(3-methylimidazol-3-ium-1-yl)-oxo-λ6-sulfanylidene]amino]silane